S-((trans-4-(methyl (7-tosyl-7H-pyrrolo[2,3-d]pyrimidine-4-yl) amino) cyclohexyl) methyl) thioacetate C(C)(=O)SC[C@@H]1CC[C@H](CC1)N(C=1C2=C(N=CN1)N(C=C2)S(=O)(=O)C2=CC=C(C)C=C2)C